(3R,5R)-1-{2-[1-(cyclopropylmethyl)-6-{[1,2,4]triazolo[1,5-a]pyrimidin-2-yl}-1H-pyrrolo[2,3-b]pyridin-2-yl]-7-methoxy-1-methyl-1H-1,3-benzodiazole-5-carbonyl}-5-fluoropiperidin-3-amine C1(CC1)CN1C(=CC=2C1=NC(=CC2)C2=NN1C(N=CC=C1)=N2)C2=NC1=C(N2C)C(=CC(=C1)C(=O)N1C[C@@H](C[C@H](C1)F)N)OC